C(C)(C)N1N=C(C=C1[C@@H]1C[C@H](CC1)N1CCOCC1)C=1C=NC=C(C1)C(F)(F)F ((1S,3S)-3-(1-isopropyl-3-(5-(trifluoromethyl)pyridin-3-yl)-1H-pyrazol-5-yl)cyclopentyl)morpholine